2-(2-Fluorobenzyl)-4-methyl-N-(2-morpholinoethyl)aniline FC1=C(CC2=C(NCCN3CCOCC3)C=CC(=C2)C)C=CC=C1